2-(3-(difluoromethyl)-4-(8-((3-ethyl-4-(4-(piperidine-4-carbonyl)piperazine-1-carbonyl)phenyl)amino)imidazo[1,2-a]pyrazin-3-yl)-1H-pyrazol-1-yl)acetonitrile FC(C1=NN(C=C1C1=CN=C2N1C=CN=C2NC2=CC(=C(C=C2)C(=O)N2CCN(CC2)C(=O)C2CCNCC2)CC)CC#N)F